(S)-methyl 2-((tert-butoxycarbonyl)amino)-3-(4'-(4-chlorobutoxy)-2'-ethyl-[1,1'-biphenyl]-4-yl)propanoate C(C)(C)(C)OC(=O)N[C@H](C(=O)OC)CC1=CC=C(C=C1)C1=C(C=C(C=C1)OCCCCCl)CC